OC1=CC=C(C=C1)C=1C(C(C=CC1O)(O)C(C=O)CC)C(C)C 2-(4-hydroxy-phenyl-4-hydroxy-isopropyl-1-hydroxy-phenyl)-1-butanone